FC(C1=CC=C(C=N1)NC(=O)[C@@H]1CC12CCN(CC2)C(=O)OC(C(F)(F)F)C(F)(F)F)(F)F |r| 1,1,1,3,3,3-hexafluoropropan-2-yl (±)-1-((6-(trifluoromethyl)pyridin-3-yl)carbamoyl)-6-azaspiro[2.5]octane-6-carboxylate